1-(2,2-difluoroethyl)-6-(2-(4-methyl-2-(2,2,2-trifluoroethoxy)pyrimidin-5-yl)-2,6-diazaspiro[3.4]octan-6-yl)-1H-pyrazolo[3,4-b]pyrazine FC(CN1N=CC=2C1=NC(=CN2)N2CC1(CN(C1)C=1C(=NC(=NC1)OCC(F)(F)F)C)CC2)F